O=C1N(C(C=C1)=O)CCC(=O)NC(C(=O)N)C(C)C 2-(3-(2,5-dioxo-2,5-dihydro-1H-pyrrol-1-yl)propanamido)-3-methylbutanamide